1-methyl-5-(1-(1-phenylethyl)-1H-pyrazol-4-yl)-4-(1H-pyrazol-1-yl)pyridin-2(1H)-one CN1C(C=C(C(=C1)C=1C=NN(C1)C(C)C1=CC=CC=C1)N1N=CC=C1)=O